4-(5-amino-3-fluoropyridin-2-yl)piperidine-1-carboxylic acid tert-butyl ester C(C)(C)(C)OC(=O)N1CCC(CC1)C1=NC=C(C=C1F)N